BrC1=CC2=C(N(N=C2C=C1)C)COC1=C(C=CC(=C1)C)CC(=O)OCC ethyl 2-(2-((5-bromo-2-methyl-2H-indazol-3-yl)methoxy)-4-methylphenyl)acetate